29H,31H-Phthalocyanine C1=CC=C2C(=C1)C3=NC4=NC(=NC5=C6C=CC=CC6=C(N5)N=C7C8=CC=CC=C8C(=N7)N=C2N3)C9=CC=CC=C94